((2R,4R)-4-((tert-Butyldiphenylsilyl)oxy)-1-(2-hydroxy-6-isopropoxy-4-methyl benzyl)pyrrolidin-2-yl)methyl benzoate C(C1=CC=CC=C1)(=O)OC[C@@H]1N(C[C@@H](C1)O[Si](C1=CC=CC=C1)(C1=CC=CC=C1)C(C)(C)C)CC1=C(C=C(C=C1OC(C)C)C)O